4-(2-chloro-4-benzoylthiophenyl)phenyldiphenylsulfonium perchlorate Cl(=O)(=O)(=O)[O-].ClC1=C(C=CC(=C1)SC(C1=CC=CC=C1)=O)C1=CC=C(C=C1)[S+](C1=CC=CC=C1)C1=CC=CC=C1